Cyclohexane-1-carboxylic acid benzyl ester C(C1=CC=CC=C1)OC(=O)C1CCCCC1